FC(C(=O)O)(F)F.NC1=NC=CC(=N1)OC1=CC(=C(C=C1)N1C(N(CC1=O)C1=CC(=CC(=C1)C(F)(F)F)S(=O)(=O)C)=O)C#CCC 3-{4-[(2-amino-4-pyrimidinyl)oxy]-2-(1-butyn-1-yl)phenyl}-1-[3-(methylsulfonyl)-5-(trifluoromethyl)phenyl]-2,4-imidazolidinedione trifluoroacetate